ClC1=CC(=C(C=C1)C1=NC(=CC2=C1N=C(N(C2=O)C)C)N2C[C@@H](OCC2)C=2C=NN(C2)C)F (S)-8-(4-chloro-2-fluorophenyl)-2,3-dimethyl-6-(2-(1-methyl-1H-pyrazol-4-yl)morpholino)pyrido[3,4-d]pyrimidin-4(3H)-one